C[C@@H]1CN(C[C@@H](N1C=1N=CC2=C(N1)C(=NN2)C=2C=NC(=CC2)N2C[C@H](NCC2)C)C)C(COC)=O 1-((3R,5S)-3,5-dimethyl-4-(3-(6-((R)-3-methylpiperazin-1-yl)pyridin-3-yl)-1H-pyrazolo[4,3-d]pyrimidin-5-yl)piperazin-1-yl)-2-methoxyethan-1-one